ONC(C1=CC=C(C=C1)C1=NC2=CC=C3C(=C2C=2CCCCC12)C=CN3)=N N-hydroxy-4-(8,9,10,11-tetrahydro-3H-pyrrolo[3,2-a]phenanthridin-7-yl)benzamidine